Cl.Cl.N1N=CC(=C1)C1=CC=C(C=C1)NC(C(=CN)N1N=NC(=C1)C1=CC=CC=C1)=O N-(4-(1H-pyrazol-4-yl)phenyl)-3-amino-2-(4-phenyl-1H-1,2,3-triazol-1-yl)propenamide dihydrochloride